S(=O)(=O)([O-])[O-].C(=CC)[Si+3].S(=O)(=O)([O-])[O-].S(=O)(=O)([O-])[O-].C(=CC)[Si+3] propenyl-silicon sulfate